N[C@H](C)C1=C(CN2C(NC(C3=C2C=CN3)=O)=S)C=CC(=C1)Cl 1-{2-[(R)-1-aminoethyl]-4-chlorobenzyl}-2-thioxo-1,2,3,5-tetrahydro-4H-pyrrolo[3,2-d]pyrimidin-4-one